9,10-bis(3,5-dicarboxyphenyl)anthracene C(=O)(O)C=1C=C(C=C(C1)C(=O)O)C=1C2=CC=CC=C2C(=C2C=CC=CC12)C1=CC(=CC(=C1)C(=O)O)C(=O)O